(E)-N-(3-bromo-2-fluorophenyl)-2-methyl-3-phenylprop-2-enamide BrC=1C(=C(C=CC1)NC(\C(=C\C1=CC=CC=C1)\C)=O)F